ClC1=C(C(=O)OC(CC(=O)OCC)C)C=C(C=C1)C1=NC=C(C=C1Cl)C(F)(F)F (3-ethoxy-1-methyl-3-oxo-propyl) 2-chloro-5-[3-chloro-5-(trifluoromethyl)-2-pyridyl]benzoate